diazaspiro[4.4]-nonan N1NCCC12CCCC2